(S)-N-(3-chloro-2,4-difluorophenyl)-N-methyl-3-(1-methyl-7-(trifluoromethyl)-1H-imidazo[4,5-b]pyridin-5-yl)-2-oxoimidazolidine-4-carboxamide ClC=1C(=C(C=CC1F)N(C(=O)[C@H]1N(C(NC1)=O)C1=CC(=C2C(=N1)N=CN2C)C(F)(F)F)C)F